NC=1SC2=C(C1C#N)C(=CC=C2F)C2=C1C(=C3C(=CC(=NC3=C2Cl)OC[C@H]2N(CCC2)C)CCN)COC1 2-Amino-4-[9-(2-aminoethyl)-5-chloro-7-[[(2S)-1-methylpyrrolidin-2-yl]methoxy]-1,3-dihydrofuro[3,4-f]quinolin-4-yl]-7-fluoro-benzothiophene-3-carbonitrile